5a-(4-cyanophenyl)-8,8a-dihydroxy-1-methoxy-7-((methyl-amino)methyl)-6-phenyl-5a,7,8,8a-tetrahydro-6H-cyclopenta[4,5]furo[3,2-c]pyridine-3-carbonitrile C(#N)C1=CC=C(C=C1)C12C(C=3C(=NC(=CC3O1)C#N)OC)(C(C(C2C2=CC=CC=C2)CNC)O)O